CC=1C=C2C(OC(C2=CC1C(C)C)=O)=O 5-methyl-6-(1-methylethyl)-1,3-isobenzofurandione